tert-Butyl N-[(1R,3S)-3-hydroxy-1-methyl-butyl]carbamate O[C@H](C[C@@H](C)NC(OC(C)(C)C)=O)C